ClC(OC1=CC=C(C=C1)NC(=O)C1=CN(C(C=C1)=O)C=1C=NC=C(C1)OC)(F)F N-[4-[chloro(difluoro)methoxy]phenyl]-1-(5-methoxy-3-pyridyl)-6-oxo-pyridine-3-carboxamide